O-i-propyl-L-tyrosine C(C)(C)OC1=CC=C(C[C@H](N)C(=O)O)C=C1